(carboxymethylimino)diethylene C(=O)(O)CN(C=C)C=C